OC=1C(=CC2=C(OCO2)C1)N1N=C2C(=N1)C=CC(=C2)OCCOC(C=C)=O.C(C(=C)C)(=O)OCC ethyl methacrylate 2-[2-(6-hydroxybenzo[1,3]dioxol-5-yl)-2H-benzotriazol-5-yloxy]ethyl-acrylate